COP(=O)(O)OCCN=C(N)N The molecule is an organic phosphate that consists of phosphoethanolamine bearing N-amidino and O-methyl substituents. It is a tautomer of a guanidinoethyl methyl phosphate zwitterion.